undec-10-eneamide C(CCCCCCCCC=C)(=O)N